NN=CNCCC[C@H](C(=O)O)O (R)-5-((aminoiminomethyl)amino)-2-hydroxypentanoic acid